O1CCCC(=C1)C1=C(C#N)C=CC(=N1)C (3,4-dihydro-2H-pyran-5-yl)-6-methylnicotinonitrile